2-[(1-{6-[(4-cyano-2-fluorophenoxy)methyl]-5-fluoropyridin-2-yl}-3-azabicyclo[3.1.0]hexan-3-yl)methyl]-4-fluoro-1-{[(2S)-oxetan-2-yl]methyl}-1H-1,3-benzodiazole-6-carboxylic acid C(#N)C1=CC(=C(OCC2=C(C=CC(=N2)C23CN(CC3C2)CC2=NC3=C(N2C[C@H]2OCC2)C=C(C=C3F)C(=O)O)F)C=C1)F